1-(2,3-di(thiophen-2-yl)quinoxalin-6-yl)3-methylurea S1C(=CC=C1)C1=NC2=CC=C(C=C2N=C1C=1SC=CC1)NC(=O)NC